4-((4-(3-(3,5-dimethyl-1-(3-methyl-[1,2,4]triazolo[4,3-b]pyridazin-6-yl)-1H-pyrazol-4-yl)propanoyl)piperazin-1-yl)methyl)benzamide CC1=NN(C(=C1CCC(=O)N1CCN(CC1)CC1=CC=C(C(=O)N)C=C1)C)C=1C=CC=2N(N1)C(=NN2)C